(4-((3,5-dimethyl-isoxazol-4-yl)methoxy)phenyl)acetic acid CC1=NOC(=C1COC1=CC=C(C=C1)CC(=O)O)C